C1(CCC1)C=1C(=NN(C1C1=CC=C(C=C1)F)C)NC(=O)[C@@H]1[C@@H](C1)F (1R,2R)-N-(4-cyclobutyl-5-(4-fluorophenyl)-1-methyl-1H-pyrazol-3-yl)-2-fluorocyclopropane-1-carboxamide